C\C(=C/CC1=C(C=C(C=C1OC)CCCCC)O)\CCC=C(C)C (E)-2-(3,7-dimethylocta-2,6-dien-1-yl)-3-methoxy-5-pentylphenol